CC1=C(C2=C(N=CN=C2NC2(CC2)C)O1)C(=O)N1CC(OCC1)C1=NC=CC=C1 6-methyl-N-(1-methylcyclopropyl)-5-[2-(pyridin-2-yl)morpholine-4-carbonyl]furo[2,3-d]pyrimidin-4-amine